NC1=C(N=CC(=N1)C1=C(C=C2C(N(C=NC2=C1)CCC[C@H](C)NC=1C=NNC(C1C(F)(F)F)=O)=O)F)C(F)(F)F (S)-7-(6-amino-5-(trifluoromethyl)pyrazin-2-yl)-6-fluoro-3-(4-((6-oxo-5-(trifluoromethyl)-1,6-dihydropyridazin-4-yl)amino)pentyl)quinazolin-4(3H)-one